5-bromo-2-chloro-N4-methyl-N6-(3-nitrophenyl)pyrimidine-4,6-diamine BrC=1C(=NC(=NC1NC1=CC(=CC=C1)[N+](=O)[O-])Cl)NC